2-(4-((5-(trifluoromethyl)pyridine-2-yl)oxy)phenoxy)propionyl chloride FC(C=1C=CC(=NC1)OC1=CC=C(OC(C(=O)Cl)C)C=C1)(F)F